(R)-6-chloro-5-cyclopropyl-N-(1-methylpiperidin-3-yl)pyridazin-3-amine ClC1=C(C=C(N=N1)N[C@H]1CN(CCC1)C)C1CC1